ClC1=C(C2=CN(N=C2C(=C1F)NC(C)C)C1OCCCC1)C=1N=CC=2N(C1)C=C(N2)N 6-[5-chloro-6-fluoro-7-(isopropylamino)-2-tetrahydropyran-2-yl-indazol-4-yl]imidazo[1,2-a]pyrazin-2-amine